(1S,2S,5S)-8-(benzyloxy)-2-formyl-5-methyl-7,9-dioxo-N-(2,4,6-trifluorobenzyl)-2,3,4,5,7,9-hexahydro-1,6-methanopyrido[1,2-b][1,2,5]triazonine-10-carboxamide C(C1=CC=CC=C1)OC=1C(C(=CN2N3[C@@H](CC[C@@H](N(C(C21)=O)C3)C)C=O)C(=O)NCC3=C(C=C(C=C3F)F)F)=O